2',2'-dimethyl-8-oxo-1,2,8,13b-tetrahydrospiro[pyrido[2,1-a]pyrrolo[1,2-c]phthalazine-3,5'-[1,3]dioxane]-7-carboxylic acid CC1(OCC2(CO1)CCC1N2N2C(C=3C=CC=CC13)=CC(C(=C2)C(=O)O)=O)C